2-(1H-indol-2-yl)-6,6,9-trimethyl-3-pentyl-6H-benzo[c]chromen-1-ol N1C(=CC2=CC=CC=C12)C1=C(C=2C3=C(C(OC2C=C1CCCCC)(C)C)C=CC(=C3)C)O